C(C)(C)(C)OC(=O)N1CCC(CC1)NC1=CC=C(C=C1)OCCN1CCOCC1 tert-Butyl-4-((4-(2-morpholinoethoxy)phenyl)amino)piperidine-1-carboxylate